FC([C@@H](C)C1=CC(=NC=C1)C(=O)NC1=CC(=C(C=C1)C)C=1C=NC2=CC(=NC=C2C1)NC)F (S)-4-(1,1-difluoropropan-2-yl)-N-(4-methyl-3-(7-(methylamino)-1,6-naphthyridin-3-yl)phenyl)picolinamide